C(C)C=1N(C=2N(C(C1N1CCNCC1)=O)N=C(N2)C=2COCCCC2)CC(=O)NC2=C(C=C(C=C2)S(F)(F)(F)(F)F)C 2-(5-ethyl-7-oxo-6-(piperazin-1-yl)-2-(2,5,6,7-tetrahydrooxepin-3-yl)-[1,2,4]triazolo[1,5-a]pyrimidin-4(7H)-yl)-N-(2-methyl-4-(pentafluoro-λ6-sulfanyl)phenyl)acetamide